3-ACETAMIDO-FURFURAL C(C)(=O)NC1=C(C=O)OC=C1